2-(6-iodopyridin-3-yl)acetic acid IC1=CC=C(C=N1)CC(=O)O